(E)-3-(3-(4-fluorophenyl)pyridin-4-yl)acrylic acid FC1=CC=C(C=C1)C=1C=NC=CC1/C=C/C(=O)O